C1(=CC=CC=C1)N(C1=CC=CC=C1)C1=NC=CC=N1 DIPHENYLAMINOPYRIMIDINE